N-(3-amino-4-fluorophenyl)-4-cyclopropyl-2-(4-fluoro-2-methylphenoxy)-5-(trifluoromethyl)benzamide NC=1C=C(C=CC1F)NC(C1=C(C=C(C(=C1)C(F)(F)F)C1CC1)OC1=C(C=C(C=C1)F)C)=O